ClC(C1=C(N=CN1C)[N+](=O)[O-])Cl 5-(dichloromethyl)-1-methyl-4-nitro-1H-imidazole